ClC1=CC(=C(N)C(=C1)C1CCCCC1)C1CCCCC1 4-chloro-2,6-dicyclohexylaniline